(S)-α-ethyl-2-oxo-1-acetamidopyrrolidine C(C)CC(=O)NN1C(CCC1)=O